zirconium (iv) butoxide [O-]CCCC.[Zr+4].[O-]CCCC.[O-]CCCC.[O-]CCCC